FC(F)(F)C1=CC=CC=C1 trifluoromethyl-benzene